BrC1=CC(=C(C(=C1)C(C)(C)C)O)C(C)(C)C 4-bromo-2,6-di-tertiary butylphenol